C(C)N1C=2N(C(N=C(C2N=C1CC#N)N1[C@H](CN([C@@H](C1)C)C(C)C1=CC(=CC=C1)C(C)C)C)=O)C 2-(9-ethyl-6-((2S,5R)-4-(1-(3-isopropylphenyl)ethyl)-2,5-dimethylpiperazin-1-yl)-3-methyl-2-oxo-3,9-dihydro-2H-purin-8-yl)acetonitrile